4-chloro-3-(2,4-dioxotetrahydroPyrimidine-1(2H)-yl)benzoic acid pentafluorophenyl ester FC1=C(C(=C(C(=C1OC(C1=CC(=C(C=C1)Cl)N1C(NC(CC1)=O)=O)=O)F)F)F)F